N-(piperidin-4-yl)-N-(propan-2-yl)-2-[1-(propan-2-yl)-1H-pyrazol-4-yl]-1,3-thiazole-4-carboxamide N1CCC(CC1)N(C(=O)C=1N=C(SC1)C=1C=NN(C1)C(C)C)C(C)C